2-chloro-6-isopropyl-7-(trifluoromethyl)furo[2,3-b]pyrazine ClC=1N=C2C(=NC1)OC(=C2C(F)(F)F)C(C)C